ClC1=C(C=CC(=C1F)F)C1N=C(NC(=C1C(=O)OCC)C)C=1SC=CN1 ethyl 4-(2-chloro-3,4-difluorophenyl)-6-methyl-2-(thiazol-2-yl)-1,4-dihydropyrimidine-5-carboxylate